N-(4-aminophenyl)-3-bromobenzenesulfonamide NC1=CC=C(C=C1)NS(=O)(=O)C1=CC(=CC=C1)Br